1,1,1,3,3,3-hexafluoropropan-2-yl (R)-1-((2-oxaspiro[3.3]heptan-6-yl)carbamoyl)-6-azaspiro[2.5]octane-6-carboxylate C1OCC12CC(C2)NC(=O)[C@@H]2CC21CCN(CC1)C(=O)OC(C(F)(F)F)C(F)(F)F